1-[3,5-diethoxy-4-(methanesulfinyl)phenyl]ethan-1-one C(C)OC=1C=C(C=C(C1S(=O)C)OCC)C(C)=O